CC1(CCN(CC1)CC1=CC(=C(C=C1)N1C=NC(=C1)C1=NC(=NC=C1C(F)(F)F)NC1CCN(CC1)S(=O)(=O)C)C(F)(F)F)O 4-Methyl-1-(4-(4-(2-((1-(methylsulfonyl)piperidin-4-yl)amino)-5-(trifluoromethyl)pyrimidin-4-yl)-1H-imidazol-1-yl)-3-(trifluoromethyl)benzyl)piperidin-4-ol